3-Chloro-5-methyl-2-((pyrazolo[1,5-a]pyrimidine-3-carboxamido)methyl)benzofuran-7-carboxylic acid ClC1=C(OC2=C1C=C(C=C2C(=O)O)C)CNC(=O)C=2C=NN1C2N=CC=C1